FC(OC[C@H]1NC[C@H](CC1)OC1=CC=C(C=C1)C(F)(F)F)(F)F (2S,5S)-2-((trifluoromethoxy)methyl)-5-(4-(trifluoromethyl)phenoxy)piperidine